BrC1=CN(C2=C(C=CC=C12)N1C(NC(CC1)=O)=O)C 1-(3-bromo-1-methyl-1H-indol-7-yl)dihydropyrimidine-2,4(1H,3H)-dione